NC1=NN=C(S1)N1CCN(C2(CC2)C1)C(=O)OCC1=CC=CC=C1 benzyl 7-(5-amino-1,3,4-thiadiazol-2-yl)-4,7-diazaspiro[2.5]octane-4-carboxylate